OC1=C(C2=CC=CC=C2C=C1)C1=C(OC(C2=CC=CC=C12)=O)C1=NC=CC=C1 4-(2-hydroxynaphthalen-1-yl)-3-(pyridin-2-yl)-1H-isochromen-1-one